FC1([C@@H](CN(C1)C1COC1)NC1=NN2C(C(=N1)OC)=C(C(=C2)F)C=2C=CC1=C(N(N=N1)C1CC(C1)(F)F)C2)F (R)-N-(4,4-difluoro-1-(oxetan-3-yl)pyrrolidin-3-yl)-5-(1-(3,3-difluorocyclobutyl)-1H-benzo[d][1,2,3]triazol-6-yl)-6-fluoro-4-methoxypyrrolo[2,1-f][1,2,4]triazin-2-amine